C(#N)C1=CC=C(C=C1)[C@]12[C@](C3=NC=C(C=C3O1)OC)([C@@H]([C@@H]([C@H]2C2=CC=CC=C2)C(=O)O)O)O |r| rac-(5aR,6S,7R,8R,8aS)-5a-(4-cyanophenyl)-8,8a-dihydroxy-3-methoxy-6-phenyl-5a,7,8,8a-tetrahydro-6H-cyclopenta[4,5]furo[3,2-b]pyridine-7-carboxylic acid